ClC1=C(C=C(C=C1)OC)NC1=C(C=NC2=CC(=C(C=C12)OC)OCC1CCN(CC1)C)C#N 4-[(2-chloro-5-methoxyphenyl)amino]-6-methoxy-7-[(1-methylpiperidin-4-yl)methoxy]quinoline-3-carbonitrile